CC1=NOC(=C1C=1C=NC=2CC(N(C(C2C1)([2H])[2H])C1=C(C=C2C(=N1)CNC2=O)C)([2H])[2H])C 2-(3-(3,5-Dimethylisoxazol-4-yl)-7,8-dihydro-1,6-naphthyridin-6(5H)-yl-5,5,7,7-d4)-3-methyl-6,7-dihydro-5H-pyrrolo[3,4-b]pyridin-5-one